OC[C@@H]1CN(C[C@H]1C)C(=O)OC(C)(C)C tert-butyl (3S,4S)-3-(hydroxymethyl)-4-methyl-pyrrolidine-1-carboxylate